1-(3-methylbutyl)-5-(propan-2-yl)-1H-pyrazole-4-carboxylic acid CC(CCN1N=CC(=C1C(C)C)C(=O)O)C